FC1=C(C=CC(=C1)F)N1CC2(CC1=O)CCN(CC2)C(=O)OC(C)(C)C tert-butyl 2-(2,4-difluorophenyl)-3-oxo-2,8-diazaspiro[4.5]decane-8-carboxylate